(R)-2-methyl-N-[(2S)-4-phenylbutan-2-yl]-2-propanesulfenamide CC(C)(C)SN[C@@H](C)CCC1=CC=CC=C1